(2-methylpyridin-4-yl)-1-trityl-1H-pyrazolo[4,3-c]Pyridine-6-carboxylic acid CC1=NC=CC(=C1)C1=NN(C2=C1C=NC(=C2)C(=O)O)C(C2=CC=CC=C2)(C2=CC=CC=C2)C2=CC=CC=C2